copper-nickel-gold [Au].[Ni].[Cu]